C(N)(=N)NC(CC1=C(C=CC=C1C1=CC=NC=C1)Cl)=O N-carbamimidoyl-2-[2-chloro-6-(4-pyridyl)phenyl]acetamide